ClC1=CC=C(C=C1)C1=NN(C(C=C1)=O)CC(=O)NC1CCCCC1 2-(3-(4-chlorophenyl)-6-oxopyridazin-1(6H)-yl)-N-cyclohexylacetamide